FC1=C(C=CC=C1)C(C=1C=C(C=CC1)NC(=O)C=1N(N=C(C1)C(F)(F)F)C1=CC(=CC=C1)C#N)O 2-(3-cyano-phenyl)-5-trifluoromethyl-2H-pyrazole-3-carboxylic acid {3-[(2-fluoro-phenyl)-hydroxy-methyl]-phenyl}-amide